NC([C@H](C[C@H]1C(NCCC1)=O)NC([C@H](CC1CC1)NC(=O)C=1NC2=CC=C(C(=C2C1)Cl)F)=O)=O N-[(1S)-2-[[(1S)-2-amino-2-oxo-1-[[(3S)-2-oxo-3-piperidyl]methyl]ethyl]amino]-1-(cyclopropylmethyl)-2-oxo-ethyl]-4-chloro-5-fluoro-1H-indole-2-carboxamide